FC1(CN(CCC1)CC=1C=CC=2N(C1)C=C(N2)CNC(=O)C=2N=C1N(C(C2)=O)C=CC=C1)F N-({6-[(3,3-difluoropiperidin-1-yl)methyl]imidazo[1,2-a]pyridin-2-yl}methyl)-4-oxo-4H-pyrido[1,2-a]pyrimidine-2-carboxamide